Methyl-1-methylcyclopropanecarboxylate COC(=O)C1(CC1)C